((4-bromo-2-fluoro-3-nitrobenzyl)oxy)(tert-butyl)dimethylsilane Sodium Myristate Sulfate S(=O)(=O)([O-])O.C(CCCCCCCCCCCCC)(=O)O.[Na+].BrC1=C(C(=C(CO[Si](C)(C)C(C)(C)C)C=C1)F)[N+](=O)[O-]